(S)-[3-(3,5-difluorophenyl)-2,7-dimethyl-5,7-dihydro-4H-pyrazolo[3,4-c]pyridin-6-yl]-[3-(2-[18F]fluoroethoxy)-2-fluorophenyl]methanone Lithium [Li].FC=1C=C(C=C(C1)F)C=1N(N=C2[C@@H](N(CCC21)C(=O)C2=C(C(=CC=C2)OCC[18F])F)C)C